COC(=O)C1=C(C2=C3C=CC=NC3=CC=C2S1)N1C[C@@H](CC1)N (R)-1-(3-aminopyrrolidin-1-yl)thieno[3,2-f]quinoline-2-carboxylic acid methyl ester